C(C)OC(=O)C=1N=NN(C1)C1=CC(=CC=C1)C#N.C(C=C)OC1=C(C=C(C=C1)/C=C/C(=O)N1CCN(CC1)S(=O)(=O)C1=CC=C(C=C1)F)OC (E)-3-(4-(allyloxy)-3-methoxyphenyl)-1-(4-((4-fluorophenyl)sulfonyl)piperazin-1-yl)prop-2-en-1-one ethyl-1-(3-cyanophenyl)-1H-1,2,3-triazole-4-carboxylate